2-((6-((5-chloro-2-(piperazin-1-yl)pyrimidin-4-yl)amino)-8-methoxy-1-methyl-2-oxo-1,2-dihydroquinolin-3-yl)oxy)-N-methylacetamide ClC=1C(=NC(=NC1)N1CCNCC1)NC=1C=C2C=C(C(N(C2=C(C1)OC)C)=O)OCC(=O)NC